2-CYANOETHYL (4S)-4-(4-CYANO-2-METHOXY-PHENYL)-5-ETHOXY-2,8-DIMETHYL-1,4-DIHYDRO-1,6-NAPHTHYRIDINE-3-CARBOXYLATE C(#N)C1=CC(=C(C=C1)[C@@H]1C(=C(NC2=C(C=NC(=C12)OCC)C)C)C(=O)OCCC#N)OC